2-(2-tetrahydropyran-2-yl-indazol-6-yl)acetic acid O1C(CCCC1)N1N=C2C=C(C=CC2=C1)CC(=O)O